(3s,4R)-4-((R)-5H-Imidazo[5,1-a]isoindol-5-yl)-2,2-dimethyltetrahydrofuran-3-ol C=1N=CN2C1C1=CC=CC=C1[C@H]2[C@H]2[C@@H](C(OC2)(C)C)O